ClC=1C(=C(NC=2C3=C(N=CN2)C=NC(=C3)[C@H]3CN(CC3)C(=O)OC(C)(C)C)C=CC1)F tert-butyl (3R)-3-[4-(3-chloro-2-fluoro-anilino)pyrido[3,4-d]pyrimidin-6-yl]pyrrolidine-1-carboxylate